C1(CC1)S(=O)(=O)N1N=CC(=C1)C1=NC=CC(=N1)NC1=NC=C(C(=C1)N1CCC(CC1)NC)C#CC=1C=NN(C1)C (1-(cyclopropylsulfonyl)-1H-pyrazol-4-yl)-N-(5-((1-methyl-1H-pyrazol-4-yl)ethynyl)-4-(4-(methylamino)piperidin-1-yl)pyridin-2-yl)pyrimidin-4-amine